5-bromo-1-((2R,4S,5R)-4-hydroxy-5-(hydroxymethyl)-5-vinyl-tetrahydrofuran-2-yl)pyrimidine BrC=1C=NCN(C1)[C@@H]1O[C@]([C@H](C1)O)(C=C)CO